C([C@@H]1[C@H]([C@@H]([C@H]([C@H](O1)O)NS(=O)(=O)O)O)O[C@H]2[C@@H]([C@H]([C@@H]([C@@H](O2)C(=O)O)O)O)OS(=O)(=O)O)O The molecule is a heparin disaccharide that is 2-N-sulfo-alpha-D-glucosamine in which the hydroxy group at position 4 has been glycosylated by 2-O-sulfo-alpha-L-idopyranuronic acid. Sequence: IdoA(2-OSO3)-GlcNSO3. It is a heparin disaccharide, an oligosaccharide sulfate and an amino disaccharide. It derives from a HP_dp02_0003.